hydroxy-1-(3-((2-methyl-[1,1'-biphenyl]-3-yl)methoxy)benzyl)pyrrolidine-2-carboxamide OC1(N(CCC1)CC1=CC(=CC=C1)OCC=1C(=C(C=CC1)C1=CC=CC=C1)C)C(=O)N